5-((((3'-chloro-2'-(2-chloro-3-((5-chloro-2-fluoro-3-(((2-hydroxyethyl)amino)methyl)phenyl)amino)phenyl)-6-methoxy-[2,4'-bipyridin]-5-yl)methyl)amino)methyl)pyrrolidin-2-one ClC=1C(=NC=CC1C1=NC(=C(C=C1)CNCC1CCC(N1)=O)OC)C1=C(C(=CC=C1)NC1=C(C(=CC(=C1)Cl)CNCCO)F)Cl